N-(5-cyclopentyl-1H-pyrazol-3-yl)-2-[4-(methylaminomethyl)-2-azabicyclo[2.1.1]hex-2-yl]-6,7-dihydro-5H-cyclopenta[d]pyrimidin-4-amine C1(CCCC1)C1=CC(=NN1)NC=1C2=C(N=C(N1)N1C3CC(C1)(C3)CNC)CCC2